2-Ethyl-1-hexyl acetate C(C)(=O)OCC(CCCC)CC